3,4,5-triethoxybenzoic acid C(C)OC=1C=C(C(=O)O)C=C(C1OCC)OCC